N-((1r,4r)-4-aminocyclohexyl)-4-((3-(2,3-difluoro-4-methoxyphenyl)imidazo[1,2-a]pyrazin-8-yl)amino)-2-methylbenzamide NC1CCC(CC1)NC(C1=C(C=C(C=C1)NC=1C=2N(C=CN1)C(=CN2)C2=C(C(=C(C=C2)OC)F)F)C)=O